The molecule is a polyunsaturated fatty acid anion that is the conjugate base of (4Z,7Z,10Z,13Z,16Z,19S,20R)-19,20-epoxydocosapentaenoic acid, obtained by deprotonation of the carboxy group; major species at pH 7.3. It is a long-chain fatty acid anion and a docosanoid anion. It is a conjugate base of a (4Z,7Z,10Z,13Z,16Z,19S,20R)-19,20-epoxydocosapentaenoic acid. It is an enantiomer of a (4Z,7Z,10Z,13Z,16Z,19R,20S)-19,20-epoxydocosapentaenoate. CC[C@@H]1[C@@H](O1)C/C=C\\C/C=C\\C/C=C\\C/C=C\\C/C=C\\CCC(=O)[O-]